C(C=C)OC1=CC(=CC(=N1)C([C@H](C)NC(OCC1=CC=CC=C1)=O)=O)C(F)(F)F benzyl (S)-(1-(6-(allyloxy)-4-(trifluoromethyl)pyridin-2-yl)-1-oxopropan-2-yl)carbamate